Benzyl-6-oxa-2-azaspiro[3.4]octan-1-one C(C1=CC=CC=C1)N1C(C2(C1)COCC2)=O